5-cyclopropyl-4-isopropoxy-2-(4-(pyridazin-3-ylmethyl)piperazin-1-yl)benzonitrile C1(CC1)C=1C(=CC(=C(C#N)C1)N1CCN(CC1)CC=1N=NC=CC1)OC(C)C